(R)-5-butyl-N-(3-oxoisoxazolidin-4-yl)picolinamide C(CCC)C=1C=CC(=NC1)C(=O)N[C@H]1C(NOC1)=O